S1C=NC2=C1C(NC2)=O 4,5-dihydropyrrolo[3,4-d]thiazol-6-one